FC(C)([C@]1(CN(CC1)C(C)(C)C=1C=NC(=CC1)C)CCC=1SC(=CC1)F)NC(=O)NC1=CC=CC=C1 |o1:3| 1-(1-fluoro-1-((R or S)-3-(2-(5-fluoro-thiophen-2-yl)ethyl)-1-(2-(6-methylpyridin-3-yl)propan-2-yl)pyrrolidin-3-yl)ethyl)-3-phenylurea